cyclopentadienyl-silane C1(C=CC=C1)[SiH3]